FC(C(=O)O)(F)F.CC=1N=C(NC1C)C1=NC=CC(=C1)C=1C=NC=C(C1)C(=O)N(C1=CC=CC=C1)C 2'-(4,5-Dimethyl-1H-imidazol-2-yl)-N-methyl-N-phenyl-3,4'-bipyridine-5-carboxamide trifluoroacetate salt